1-[5-tert-butyl-2-(4-(3-benzylureido)phenyl)-2H-pyrazol-3-yl]-3-[4-(2-morpholin-4-yl-ethoxy)naphthalen-1-yl]-urea C(C)(C)(C)C=1C=C(N(N1)C1=CC=C(C=C1)NC(=O)NCC1=CC=CC=C1)NC(=O)NC1=CC=C(C2=CC=CC=C12)OCCN1CCOCC1